BrC1=CC=C(OCCNC2CN(C2)C(CC2CC2)=O)C=C1 1-(3-((2-(4-bromophenoxy)ethyl)amino)azetidin-1-yl)-2-cyclopropylethan-1-one